C(CCC)[Si](O[C@@H](C)C1=CC=CC2=CC=CC=C12)(CCCC)CCCC (S)-Tributyl(1-(naphthalen-1-yl)ethoxy)silane